4-(3,4,5-trimethoxybenzoyl)-7-(1-hydroxyethyl)-3,4-dihydroquinoxalin-2(1H)-one COC=1C=C(C(=O)N2CC(NC3=CC(=CC=C23)C(C)O)=O)C=C(C1OC)OC